Methyl 1-{(S)-2-[(S)-3-isobutyl-2-oxo-1-piperazinyl]-4-methylvaleryl}-4-piperidinecarboxylate C(C(C)C)[C@H]1C(N(CCN1)[C@H](C(=O)N1CCC(CC1)C(=O)OC)CC(C)C)=O